N-[1-[(4-methylsulphanylphenyl)methyl]piperidin-3-yl]-1H-indazol-5-amine CSC1=CC=C(C=C1)CN1CC(CCC1)NC=1C=C2C=NNC2=CC1